BrC1=CC(=NC=C1)NC(CN1CC2CNC(C1)CC2)=O N-(4-bromopyridin-2-yl)-2-{3,6-diazabicyclo[3.2.2]nonan-3-yl}acetamide